2-((1s,3r)-3-(1H-pyrazol-5-yl)cyclohexyl)-N-(5-chloro-4-(5,5-dimethyl-5,6-dihydro-4H-pyrrolo[1,2-b]pyrazol-3-yl)pyridin-2-yl)acetamide N1N=CC=C1[C@H]1C[C@H](CCC1)CC(=O)NC1=NC=C(C(=C1)C1=C2N(N=C1)CC(C2)(C)C)Cl